BrC=1C=C(C2=C(N(N=C2C1)C)C1=CC(=C(C(=C1)OC)C(=O)N1CC(C1)(C(F)(F)F)O)OC(F)F)C#N 6-bromo-3-[3-(difluoromethoxy)-4-[3-hydroxy-3-(trifluoromethyl)azetidine-1-carbonyl]-5-methoxyphenyl]-2-methylindazole-4-carbonitrile